(2R,6R)-6-methyl-N-(1-methyl-4-piperidyl)-4-[8-(trifluoromethyl)-5-quinolyl]morpholine-2-carboxamide C[C@H]1O[C@H](CN(C1)C1=C2C=CC=NC2=C(C=C1)C(F)(F)F)C(=O)NC1CCN(CC1)C